2,5-bis(trifluoromethyl)-1,3,4-thiadiazole FC(C=1SC(=NN1)C(F)(F)F)(F)F